O1C(=CC=C1)C1=C2C=CC(=NC2=CC=C1)C(=O)OC methyl 5-(furan-2-yl)quinoline-2-carboxylate